[1,2,4]triazolo[1,2-a]pyridazin-1,3(2H)-dione C1(NC(N2N1C=CC=C2)=O)=O